C(C=CC=C)=O pentadienealdehyde